C(C)(C)(C)C1=CC=C(OCCC)C=C1 1-(4-(tert-butyl)phenoxy)propane